ClC=1C=C(C(=O)NC2=NN(C(=C2)C2=NC3=C(N2)C=CC(=C3)OC(F)(F)F)CC3=CC=C(C=C3)OC)C=CC1OCCO 3-chloro-4-(2-hydroxyethoxy)-N-[1-[(4-methoxyphenyl)methyl]-5-[5-(trifluoromethoxy)-1H-benzimidazol-2-yl]pyrazol-3-yl]benzamide